BrC=1C(=CC=2C3=C(C(=NC2C1F)SC)C=C(N3[C@H]3[C@H]1CN([C@@H]3C1)C(=O)OC(C)(C)C)CN1C(COCC1)=O)C tert-butyl (1R,4R,5S)-5-(7-bromo-6-fluoro-8-methyl-4-(methylthio)-2-((3-oxomorpholino)methyl)-1H-pyrrolo[3,2-c]quinolin-1-yl)-2-azabicyclo[2.1.1]hexane-2-carboxylate